ClC=1C(=NC=CC1C(=O)N1CC2=C(C[C@@H]1C)N(N=N2)C2=NC=CC=N2)C(F)(F)F (S)-(3-chloro-2-trifluoromethylpyridin-4-yl)(6-methyl-1-(pyrimidin-2-yl)-1,4,6,7-tetrahydro-5H-[1,2,3]triazolo[4,5-c]pyridin-5-yl)methanone